C(C)OC1=C(C(=O)NO)C=CC=C1 2-ethoxy-N-hydroxybenzoamide